3-ETHYLAMINO-INDOL C(C)NC1=CNC2=CC=CC=C12